C1(CC1)CN1[C@@H](CN(CC1)C(=O)OC(C)(C)C)CC Tert-butyl (R)-4-cyclopropylmethyl-3-ethylpiperazine-1-carboxylate